(S)-7-(1-methylpiperidin-4-yl)-2-(2-phenylquinolin-7-yl)-4,5,6,7-tetrahydropyrazolo[1,5-a]pyrimidine-3-carboxamide CN1CCC(CC1)[C@@H]1CCNC=2N1N=C(C2C(=O)N)C2=CC=C1C=CC(=NC1=C2)C2=CC=CC=C2